N-propenyl-morpholine isopropyl-((S)-(((2R,3R,5R)-5-(2-amino-6-(methylamino)-9H-purin-9-yl)-4,4-difluoro-3-hydroxytetrahydrofuran-2-yl)methoxy)(phenoxy)phosphoryl)-L-alaninate C(C)(C)N([C@@H](C)C(=O)O)[P@@](=O)(OC1=CC=CC=C1)OC[C@H]1O[C@H](C([C@@H]1O)(F)F)N1C2=NC(=NC(=C2N=C1)NC)N.C(=CC)N1CCOCC1